1-cyclopentyl-5-(2,4,6-trifluorophenyl)-1H-pyrazol C1(CCCC1)N1N=CC=C1C1=C(C=C(C=C1F)F)F